C(CCC)N(C1=NC(=NC(=N1)N)N(C1CC(N(C(C1)(C)C)C)(C)C)CCCC)C1CC(N(C(C1)(C)C)C)(C)C dibutyl-2-N,4-N-bis(1,2,2,6,6-pentamethylpiperidin-4-yl)-1,3,5-triazine-2,4,6-triamine